BrC=1C=C(C=O)C=C(C1)Br 3,5-dibromobenzaldehyde